C(C)(C)(C)C=1SC2=C(N1)N(C(=C2)C=O)CC2CCC2 Tert-butyl-4-(cyclobutylmethyl)-4H-pyrrolo[2,3-d]thiazole-5-carbaldehyde